N-(5-fluoropyridin-2-yl)-2-(6-isopropyl-2-(4-(methylthio)phenyl)-5,8-dioxo-5,6,7,8-tetrahydro-4H-pyrazolo[1,5-a]pyrrolo[3,4-d]pyrimidin-4-yl)acetamide FC=1C=CC(=NC1)NC(CN1C=2N(C(C3=C1C(N(C3)C(C)C)=O)=O)N=C(C2)C2=CC=C(C=C2)SC)=O